(tridecyl)-4,4'-n-butylidenebis(2-butyl-5-methylphenol) diphosphite OP(O)OP(O)O.C(CCCCCCCCCCCC)CCCC(C1=CC(=C(C=C1C)O)CCCC)C1=CC(=C(C=C1C)O)CCCC